N1(C=NC=C1)CC(=O)N[C@@H]1CC[C@H](CC1)C(=O)N(C[C@@H]1CC[C@H](CC1)C1=CC(=C(C=C1)OC)C)C1=CC(=CC=C1)C1=CN=C(S1)C1CC1 trans-4-(2-(1H-Imidazol-1-yl)acetamido)-N-(3-(2-cyclopropylthiazol-5-yl)phenyl)-N-((trans-4-(4-methoxy-3-methylphenyl)cyclohexyl)methyl)-cyclohexanecarboxamide